C(CCC)C1=CC=C(C=C1)C#CC1=CC(=C(C(=C1)F)C#CN)F {4-[2-(4-butylphenyl)ethynyl]-2,6-difluorophenyl}ethynamine